ClC1=CC(=CC=2CN(CCOC21)CC=2C=NC(=NC2)C(=O)OC)N2C=CC1=CC(=CC=C21)F Methyl 5-{[9-chloro-7-(5-fluoroindol-1-yl)-3,5-dihydro-2H-1,4-benzoxazepin-4-yl]methyl}pyrimidine-2-carboxylate